2-fluoro-1-(3-(fluoromethyl)-3-(3-(4-(trifluoromethyl)phenyl)-1H-pyrazolo[3,4-b]pyridin-1-yl)-azetidin-1-yl)prop-2-en-1-one FC(C(=O)N1CC(C1)(N1N=C(C=2C1=NC=CC2)C2=CC=C(C=C2)C(F)(F)F)CF)=C